N1=C(C=CC=C1)CNC1=C2CCN(CC2=CC(=C1)C1=CC=C(C=C1)C(F)(F)F)C(C=C)=O 1-(5-((pyridin-2-ylmethyl)amino)-7-(4-(trifluoromethyl)phenyl)-3,4-dihydroisoquinolin-2(1H)-yl)prop-2-en-1-one